2-(5,5-dimethyl-1,3,2-dioxaborinan-2-yl)-3-methoxy-benzonitrile CC1(COB(OC1)C1=C(C#N)C=CC=C1OC)C